BrC1=CC=C(C(=C1CNC1=NC(=NC(=C1C#N)C=1OC=CC1)C)OC)OC 4-[(6-bromo-2,3-dimethoxy-phenyl)methylamino]-6-(2-furyl)-2-methyl-pyrimidine-5-carbonitrile